FC(C1=NN=C(O1)C=1C=CC(=NC1)CN(C(=O)N1CCSCC1)C1=CC=CC=C1)F N-((5-(5-(difluoromethyl)-1,3,4-oxadiazol-2-yl)pyridin-2-yl)methyl)-N-phenylthiomorpholine-4-carboxamide